C(C)(C)N1N=CC=2C=NC(=CC21)NC2=NC=C(C(=N2)N2CCN(CC2)C(NCCOC)=O)C(=O)OCC ethyl 2-((1-isopropyl-1H-pyrazolo[4,3-c]pyridin-6-yl)amino)-4-(4-((2-methoxyethyl)carbamoyl)piperazin-1-yl)pyrimidine-5-carboxylate